5-chloro-N-(5-fluoro-4-iodopyridin-2-yl)-2-methoxypyridine-3-sulfonamide ClC=1C=C(C(=NC1)OC)S(=O)(=O)NC1=NC=C(C(=C1)I)F